C(C(=C)C)(=O)OCC(COC(C(=C)C)=O)(COC(C(=C)C)=O)COC(C(=C)C)=O 2,2-bis[[(2-methyl-1-oxoallyl) oxy] methyl]-1,3-propanediyl bismethacrylate